(2R)-2-(6-{5-chloro-2-[(1-methyl-1H-pyrazol-4-yl)amino]pyrimidin-4-yl}-1-oxo-2,3-dihydro-1H-isoindol-2-yl)-N-[(1S)-2-hydroxy-1-(6-methylpyridin-2-yl)ethyl]propanamide ClC=1C(=NC(=NC1)NC=1C=NN(C1)C)C1=CC=C2CN(C(C2=C1)=O)[C@@H](C(=O)N[C@H](CO)C1=NC(=CC=C1)C)C